1-(4-boronophenyl)-5-cyclopropyl-1H-1,2,3-triazole-4-carboxylic acid B(O)(O)C1=CC=C(C=C1)N1N=NC(=C1C1CC1)C(=O)O